BrC=1C=C(C=C2N=C(C(=NC12)CCC(=O)O)O)F 3-(8-bromo-6-fluoro-3-hydroxyquinoxalin-2-yl)propanoic acid